C1(CCC1)OC=1C=C(C=CC1)C1=CC(=C(C(=C1)F)N(CCCC(=O)O)C)F 4-[(3'-cyclobutoxy-3,5-difluoro-biphenyl-4-yl)-methyl-amino]-butyric acid